caprolactam ammonium sulphate S(=O)(=O)([O-])[O-].[NH4+].C1(CCCCCN1)=O.[NH4+]